C(#N)C=1C(=NC=CC1)C(=O)N 3-cyanopicolinamide